C1(CC1)NC1=CC=C(C(=N1)F)C1=NN(C=C1C(=O)N[C@@H]1C(NC2=C(C(=N1)C1=CC=CC=C1)C=CC=C2)=O)CC 3-[6-(cyclopropylamino)-2-fluoropyridin-3-yl]-1-ethyl-N-[(3S)-2-oxo-5-phenyl-1,3-dihydro-1,4-benzodiazepine-3-Yl]pyrazole-4-carboxamide